C(#N)C1=C(C=CC=C1)N1CCC(CC1)CN1C(=NC2=CC=C(C=C2C1=O)NC(=O)C1CC1)CC N-[3-[[1-(2-cyanophenyl)-4-piperidinyl]methyl]-2-ethyl-4-oxo-quinazolin-6-yl]cyclopropanecarboxamide